methyl (4R)-4-amino-3,3-difluorocyclopentane-1-carboxylate N[C@H]1C(CC(C1)C(=O)OC)(F)F